(R)-2-amino-N-(2,6-difluoro-4-hydroxybenzyl)-5-guanidinopentanamide 2,2,2-trifluoroacetate FC(C(=O)O)(F)F.N[C@@H](C(=O)NCC1=C(C=C(C=C1F)O)F)CCCNC(=N)N